2-Fluoro-N-(3-methoxyphenyl)-9H-purin-6-amine FC1=NC(=C2N=CNC2=N1)NC1=CC(=CC=C1)OC